2-(2,5-dioxo-2,5-dihydro-1H-pyrrol-1-yl)ethyl 2-(((ethylthio)carbonothioyl)thio)propanoate C(C)SC(=S)SC(C(=O)OCCN1C(C=CC1=O)=O)C